Valyl-valine N[C@@H](C(C)C)C(=O)N[C@@H](C(C)C)C(=O)O